1-Benzyloxypent-4-en-2-ol C(C1=CC=CC=C1)OCC(CC=C)O